(R)-5-(4-((3-ethyl-9-fluoro-2-oxo-2,3-dihydro-1H-pyrimido[4,5,6-de]quinazolin-8-yl)methyl)piperazin-1-yl)-6-methyl-N-(tetrahydrofuran-3-yl)pyridine C(C)N1C(NC2=C(C(=CC=3C2=C1N=CN3)CN3CCN(CC3)C=3C=CCN(C3C)[C@H]3COCC3)F)=O